1-tert-butoxycarbonyl-4-oxopiperidine-2-carboxylic acid C(C)(C)(C)OC(=O)N1C(CC(CC1)=O)C(=O)O